CN1N=C(C=C1C)NC1=NC=C(C(=N1)C1=CNC2=C(C=CC=C12)N1C(C2=CC=CC(=C2C1)C1=C(C=CC=C1)CO)=O)C 2-(3-(2-((1,5-dimethyl-1H-pyrazol-3-yl)amino)-5-methylpyrimidin-4-yl)-1H-indol-7-yl)-4-(2-(hydroxymethyl)phenyl)isoindolin-1-one